BrC=1C(=C2C(=NNC2=CC1)I)Cl 5-Bromo-4-chloro-3-iodo-1H-indazole